7-bromo-2,4-dichloro-6,8-difluoroquinoline-3-carbonitrile BrC1=C(C=C2C(=C(C(=NC2=C1F)Cl)C#N)Cl)F